N-(2-{1-[(2-hydroxyphenyl)methyl]piperidin-4-yl}ethyl)-7-methyl-2-phenylpyrazolo[1,5-a]pyrimidine-6-carboxamide OC1=C(C=CC=C1)CN1CCC(CC1)CCNC(=O)C=1C=NC=2N(C1C)N=C(C2)C2=CC=CC=C2